2-(furan-2-yl)-5-(3-((4-(4-(methylsulfonyl)phenyl)piperazin-1-yl)methyl)piperidin-1-yl)-[1,2,4]triazolo[1,5-a][1,3,5]triazine-7-amine O1C(=CC=C1)C1=NN2C(N=C(N=C2N)N2CC(CCC2)CN2CCN(CC2)C2=CC=C(C=C2)S(=O)(=O)C)=N1